IC(C(=O)[O-])=C (Z)-iodoacrylate